2-(4-(6,7-dichloro-1-methyl-2,3-dioxo-2,3-dihydropyrido[2,3-b]pyrazin-4(1H)-yl)piperidin-1-yl)pyrimidine-5-carbonitrile ClC=1C(=CC2=C(N(C(C(N2C)=O)=O)C2CCN(CC2)C2=NC=C(C=N2)C#N)N1)Cl